CS(=O)(=O)C=1N=CC2=C(N1)N(C(=C2)C#N)C2C(COCC2)C 2-methylsulfonyl-7-[3-methyltetrahydropyran-4-yl]pyrrolo[2,3-d]pyrimidine-6-carbonitrile